C(C1=CC=CC=C1)OC1=C2CCCCC2=CC=C1C=1C(=C(SC1Cl)NC(CC1=CC=CC=C1)=O)C(=O)O 4-(5-Benzyloxytetralin-6-yl)-5-chloro-2-[(2-phenylacetyl)amino]Thiophene-3-carboxylic acid